2-amino-3-(thiazole-4-yl)propionic acid NC(C(=O)O)CC=1N=CSC1